3-(3-fluorophenyl)-N-(3S)-3-piperidinyl-2-thiophenecarboxamide hydrochloride Cl.FC=1C=C(C=CC1)C1=C(SC=C1)C(=O)N[C@@H]1CNCCC1